ClC1=CC=C(C2=C1C=C(O2)F)COC2=NC=1CN(CCC1C=C2I)CC2=NC1=C(N2C[C@H]2OCC2)C=C(C=C1F)C(=O)OC methyl (S)-2-((2-((4-chloro-2-fluorobenzofuran-7-yl) methoxy)-3-iodo-5,8-dihydro-1,7-naphthyridin-7(6H)-yl) methyl)-4-fluoro-1-(oxetan-2-ylmethyl)-1H-benzo[d]imidazole-6-carboxylate